FC1=CC=C(C=C1)NC(=O)C1(CC1)C(=O)NC1=CC(=C(C=C1)OC1=NC=NC2=CC(=C(C=C12)OC)O)F Cyclopropane-1,1-dicarboxylic acid [3-fluoro-4-(7-hydroxy-6-methoxy-quinazolin-4-yloxy)-phenyl]-amide (4-fluoro-phenyl)-amide